ClC=1C=C(C=CC1F)[C@@H](NC(=O)[C@@H]1CNC(O1)=O)C1=NN(C(=C1)C(F)(F)F)C (S)-N-((R)-(3-chloro-4-fluorophenyl)(1-methyl-5-(trifluoromethyl)-1H-pyrazol-3-yl)methyl)-2-oxooxazolidine-5-carboxamide